C1(CCC1)C(O)C(O)CO cyclobutylglycerol